C[C@@H]1COC[C@H](N1CC=1C=NC2=CC=C(C=C2C1C(C)C)C1=NC(=NC=C1F)N[C@H]1[C@@H](COCC1)O)C (3S,4R)-4-((4-(3-(((3R,5R)-3,5-dimethylmorpholino)methyl)-4-isopropylquinolin-6-yl)-5-fluoropyrimidin-2-yl)amino)tetrahydro-2H-pyran-3-ol